C1(CCCCC1)CN1N=CC=2C1=NC(=NC2NC=2N=CN(C2)C2=CC(=C(C(=C2)OC)OC)OC)N2CC(C2)(F)F 1-(cyclohexylmethyl)-6-(3,3-difluoroazetidin-1-yl)-N-(1-(3,4,5-trimethoxyphenyl)-1H-imidazol-4-yl)-1H-pyrazolo[3,4-d]pyrimidin-4-amine